[N+](=O)([O-])C1=C2C(=CC=NC2=C(C=C1)O)N1CCNCC1 5-nitro-4-(piperazin-1-yl)quinolin-8-ol